(R)-3-(9-((1s,4S)-4-carbamoylcyclohexyl)-8-(2,4-dichloro-6-fluorophenylamino)-9H-purin-2-ylamino)-N-methylpiperidine-1-carboxamide C(N)(=O)C1CCC(CC1)N1C2=NC(=NC=C2N=C1NC1=C(C=C(C=C1F)Cl)Cl)N[C@H]1CN(CCC1)C(=O)NC